Cl.S1C(=NC2=C1C=CC=C2)CN2CCN(CC2)C2=C(C#N)C=C(C(=C2)C2CC2)NCC 2-(4-(benzo[d]thiazol-2-ylmethyl)piperazin-1-yl)-4-cyclopropyl-5-(ethylamino)benzonitrile hydrochloride